C(C)(C)(C)OC(=O)C1CCN(CC1)C1=NC=C(C=N1)Br 1-(5-Bromopyrimidin-2-yl)piperidine-4-carboxylic acid tert-butyl ester